(4-{6-amino-5-[1-(2,6-dichloro-phenyl)-ethoxy]-pyridin-3-yl}-phenyl)-((S)-2-pyrrolidin-1-ylmethyl-pyrrolidin-1-yl)-methanone NC1=C(C=C(C=N1)C1=CC=C(C=C1)C(=O)N1[C@@H](CCC1)CN1CCCC1)OC(C)C1=C(C=CC=C1Cl)Cl